N[C@H](C(=O)NCCCCCC(=O)N(CCO[C@@H]1[C@@H](O)[C@@H](O)[C@H](O)[C@H](O1)CO)CCO[C@@H]1[C@@H](O)[C@@H](O)[C@H](O)[C@H](O1)CO)CCC(=O)NCCCCCC(N(CCO[C@@H]1[C@@H](O)[C@@H](O)[C@H](O)[C@H](O1)CO)CCO[C@@H]1[C@@H](O)[C@@H](O)[C@H](O)[C@H](O1)CO)=O (S)-2-amino-N1,N5-bis[6-(bis{2-[(α-D-mannopyranosyl)oxy]ethyl}amino)-6-oxohexyl]pentanediamide